5-phenyl-5H-8λ2-indolo[2,3-c]carbazole C1(=CC=CC=C1)N1C2=CC=CC=C2C2=C1C=CC=1[N]C=3C=CC=CC3C21